6-(2,5-difluorophenyl)-5-methyl-3-(((3aR,5s,6aS)-2-((tetrahydro-2H-pyran-4-yl)methyl)octahydrocyclopenta[c]pyrrol-5-yl)amino)pyridazine-4-carbonitrile FC1=C(C=C(C=C1)F)C1=C(C(=C(N=N1)NC1C[C@@H]2[C@@H](CN(C2)CC2CCOCC2)C1)C#N)C